O=C(CCCCC#N)C1=CC=CC=C1 6-Oxo-6-phenylhexanenitrile